C(#N)C1=CC=C(C(=O)C=2C=C(NC2)C(=O)OC)C=C1 methyl 4-(4-cyanobenzoyl)-1H-pyrrole-2-carboxylate